4-(9,9-dioctyl-7-(quinoline-4-yl)-9H-fluorene-2-yl)-N,N-diphenylaniline C(CCCCCCC)C1(C2=CC(=CC=C2C=2C=CC(=CC12)C1=CC=C(N(C2=CC=CC=C2)C2=CC=CC=C2)C=C1)C1=CC=NC2=CC=CC=C12)CCCCCCCC